(S)-(5-(4-fluoro-6-(3-(hydroxymethyl)morpholino)-1H-benzo[d]imidazol-2-yl)-1H-pyrrol-3-yl)(2-(trifluoromethyl)phenyl)methanone hydrochloride Cl.FC1=CC(=CC=2NC(=NC21)C2=CC(=CN2)C(=O)C2=C(C=CC=C2)C(F)(F)F)N2[C@H](COCC2)CO